4-cyclopropyl-N-(3-{3-[(4-methyl-1,2,4-triazol-3-yl)methyl]oxetan-3-yl}phenyl)-1,3-thiazole-2-carboxamide C1(CC1)C=1N=C(SC1)C(=O)NC1=CC(=CC=C1)C1(COC1)CC1=NN=CN1C